O=C1NC(CCC1C1=CC=C(C=C1)NC(C1=CC=C(C=C1)CN1CCCCC1)=O)=O N-(4-(2,6-dioxopiperidin-3-yl)phenyl)-4-(piperidin-1-ylmethyl)benzamide